Pyrrolo[3,4-d]imidazol-4(1H)-one N1C=NC2=C1C=NC2=O